CN([C@@H]1CN(CC1)C(CNC(=O)C1=CC2=C(N(C(=N2)NC=2SC3=C(N2)C=CC(=C3)Cl)C)C=C1)=O)C 2-(6-Chloro-benzothiazol-2-ylamino)-1-methyl-1H-benzoimidazole-5-carboxylic acid [2-((S)-3-dimethylamino-pyrrolidin-1-yl)-2-oxo-ethyl]-amide